2-(4-(4-amino-2-chloro-5-methoxyphenyl)piperazin-1-yl)ethan-1-ol NC1=CC(=C(C=C1OC)N1CCN(CC1)CCO)Cl